B([O-])([O-])[O-].C(CCCCCCCCCCCCCCCCC)O[N+2].[Ca+2] calcium octadecyloxynitrogen borate